C[SiH](OCCOC)CCC Methylpropylmethoxyethoxysilane